CC1=CC=C(C=C1)S(=O)(=O)OC(COC)C 1-methoxypropan-2-yl 4-methylbenzenesulfonate